CO[Si](C1=CC=C(C=C1)C(C)(C)C)(C1=CC=C(C=C1)C(C)(C)C)OC dimethoxybis(4-t-butylphenyl)silane